ClC1=CC=C(C=N1)CNCC1=CC(=C(C=C1)Cl)F 1-(6-chloropyridin-3-yl)-N-(4-chloro-3-fluorobenzyl)methylamine